3-methylbut-2-en-1-yl-2,4-dihydroxy-6-(4-hydroxyphenethyl)benzoate CC(=CCOC(C1=C(C=C(C=C1CCC1=CC=C(C=C1)O)O)O)=O)C